3-[2-({1-[3-(difluoromethyl)(2-pyridyl)]-isopropyl}amino)pyrimidin-5-yl]-4-fluorobenzenecarbonitrile FC(C=1C(=NC=CC1)C(C)(C)NC1=NC=C(C=N1)C=1C=C(C=CC1F)C#N)F